BrCC1=C2CCN(C(C2=CC=C1)C)C(=O)OC(C)(C)C tert-butyl 5-(bromomethyl)-1-methyl-3,4-dihydroisoquinoline-2(1H)-carboxylate